C(C1=CC(C(=O)[O-])=CC(C(=O)[O-])=C1)(=O)[O-] trimesic acid anion